CN1N=C2C=CC(=CC2=C1C(=O)NC1CN(CC1)CC(F)(F)F)OCC1=CC=NN1C 2-methyl-5-[(1-methyl-1H-pyrazol-5-yl)methoxy]-N-[1-(2,2,2-trifluoroethyl)pyrrolidin-3-yl]-2H-indazole-3-carboxamide